(4-benzoyl)-phenylalanine C(C1=CC=CC=C1)(=O)C1=CC=C(C[C@H](N)C(=O)O)C=C1